Methyl 3-(((3aR,4S,6aR)-2,2-dimethyl-6-oxotetrahydro-4H-cyclopenta[d][1,3]dioxol-4-yl)methyl)cyclobutane-1-carboxylate CC1(O[C@H]2[C@@H](O1)C(C[C@@H]2CC2CC(C2)C(=O)OC)=O)C